CN(S(=O)(=O)N1N=C(C=C1NC=1N=C(C2=C(N1)C=C(O2)C(=O)O)N2CCOCC2)C2=CC=CC=C2)C 2-((1-(N,N-dimethylsulfamoyl)-3-phenyl-1H-pyrazol-5-yl)amino)-4-morpholinofuro[3,2-d]pyrimidine-6-carboxylic acid